C[Si](=[Hf](C1C(=CC2=C(C=CC=C12)C(C)C)C)C1C(=CC2=C(C=CC=C12)C(C)C)C)C dimethylsilylene-bis(2-methyl-4-isopropylinden-1-yl)hafnium